FC(C=1N=C(SC1)N1CCN(CC1)S(=O)(=O)C=1C=C2CCN(C2=CC1)C(=O)[O-])(F)F 5-((4-(4-(trifluoromethyl)thiazol-2-yl)piperazin-1-yl)sulfonyl)indoline-1-carboxylate